FC1(CN(CC1)C1=CC=C(C=C1)[N+](=O)[O-])F 3,3-difluoro-1-(4-nitrophenyl)pyrrolidine